CC1=C(C(=CC=C1)C)C=1N=C(SC1C1=CC(=CC(=C1)OCC(C)(C)C)F)N 4-(2,6-dimethylphenyl)-5-(3-fluoro-5-(neopentyloxy)phenyl)thiazol-2-amine